[Li].[C].[Si].[Ni].C(C)(=O)C1CN(CCC1=O)CCC1=C(SC(=C1)Cl)Cl 3-acetyl-1-[2-(2,5-dichlorothien-3-yl)ethyl]piperidin-4-one nickel silicon carbon lithium